N1=CC=CC2=C1CC1=C(S2)C=CC=C1 benzothianopyridine